1-(3-(4-((4-([1,2,4]triazolo[1,5-a]pyridin-7-yloxy)-3-chloro-2-fluorophenyl)amino)pyrido[3,2-d]pyrimidin-6-yl)-3,6-diazabicyclo[3.1.1]heptan-6-yl)prop-2-en-1-one N=1C=NN2C1C=C(C=C2)OC2=C(C(=C(C=C2)NC=2C1=C(N=CN2)C=CC(=N1)N1CC2N(C(C1)C2)C(C=C)=O)F)Cl